2-[3-bromo-4-[4-[2-(methylamino)ethyl]phenoxy]phenyl]propan-2-ol BrC=1C=C(C=CC1OC1=CC=C(C=C1)CCNC)C(C)(C)O